OC1CN(C1)C(=O)O[C@@H]1CC[C@H](CC1)C(N(C[C@@H]1CC[C@H](CC1)C1=CC(=C(C=C1)OC)C)C1=CC(=CC=C1)C=1C=NN(C1)C(C)C)=O trans-4-((3-(1-Isopropyl-1H-pyrazol-4-yl)phenyl)((trans-4-(4-methoxy-3-methyl phenyl)cyclohexyl)methyl)carbamoyl)-cyclohexyl 3-hydroxyazetidine-1-carboxylate